C(C1=CC=CC=C1)N1C[C@@H]([C@@H](CC1)C)O (3R,4R)-1-benzyl-4-methylpiperidin-3-ol